(4-amino-4-methylpiperidin-1-yl)(6-amino-5-(2,3-dichlorophenyl)pyrazin-2-yl)methanone NC1(CCN(CC1)C(=O)C1=NC(=C(N=C1)C1=C(C(=CC=C1)Cl)Cl)N)C